C(C)(C)(C)OC(=O)N1CC(C1)C=1C2=C(C=NC1)C=CN2C 3-(1-methyl-1H-pyrrolo[3,2-c]pyridin-7-yl)azetidine-1-carboxylic acid tert-butyl ester